pentamethylcyclopentadienyl-trimethoxytitanium CC1=C(C(=C(C1([Ti](OC)(OC)OC)C)C)C)C